N-(4-((2-methoxy-3-(1-methyl-1H-1,2,4-triazol-3-yl)phenyl)amino)-5-propionylpyridin-2-yl)-2-(1-methylpiperidin-4-yl)acetamide COC1=C(C=CC=C1C1=NN(C=N1)C)NC1=CC(=NC=C1C(CC)=O)NC(CC1CCN(CC1)C)=O